N-(2-((4-(2-((3-(1H-Imidazol-1-yl)benzyl)((8-methylquinolin-5-yl)methyl)amino)ethyl)phenyl)carbamoyl)-4,5-dimethoxyphenyl)-4-oxo-4H-chromene-2-carboxamide N1(C=NC=C1)C=1C=C(CN(CCC2=CC=C(C=C2)NC(=O)C2=C(C=C(C(=C2)OC)OC)NC(=O)C=2OC3=CC=CC=C3C(C2)=O)CC2=C3C=CC=NC3=C(C=C2)C)C=CC1